3-(tert-Butyl)-N-(2-(methylsulfonyl)-4-(4,4,5,5-tetramethyl-1,3,2-dioxaborolan-2-yl)benzyl)-1,2,4-oxadiazole-5-carboxamide C(C)(C)(C)C1=NOC(=N1)C(=O)NCC1=C(C=C(C=C1)B1OC(C(O1)(C)C)(C)C)S(=O)(=O)C